C[Si](CCOC(C[C@H](N(C(CBr)=O)C[C@H](C(OCC[Si](C)(C)C)=O)N)C(N)=O)=O)(C)C 2-(trimethylsilyl)ethyl-N-{(2R)-2-amino-3-oxo-3-[2-(trimethylsilyl)ethoxy] propyl}-N2-(bromoacetyl)-L-alpha-asparaginate